ClC1=C(C=C(C(=C1)F)C1=NC=C(N=C1)C(F)(F)F)C1=NOC(C1)(C(=O)OCC)C Ethyl 3-[2-chloro-4-fluoro-5-[5-(trifluoromethyl)pyrazin-2-yl]phenyl]-5-methyl-4H-isoxazole-5-carboxylate